methyl (3S)-3-(methoxymethyl)-2,3,4,5-tetrahydro-1,4-benzoxazepine-8-carboxylate COC[C@H]1COC2=C(CN1)C=CC(=C2)C(=O)OC